CN1N=CC2=CC=CC(=C12)NS(=O)(=O)C=1C=NN(C1)C1=NC=CC(=C1)N1CC(C1)C N-(1-methyl-1H-indazol-7-yl)-1-(4-(3-methylazetidin-1-yl)pyridin-2-yl)-1H-pyrazole-4-sulfonamide